(2Z)-2-penten C\C=C/CC